1-(Pyridin-3-yl)-3-(1-(4-(3-(trifluoromethyl)phenoxy)pyridin-2-yl)piperidin-4-yl)thiourea N1=CC(=CC=C1)NC(=S)NC1CCN(CC1)C1=NC=CC(=C1)OC1=CC(=CC=C1)C(F)(F)F